ClC=1C=2N(C=C(C1)C1(CC(C1)(OC)OC)C1=NN=CN1C)C=CN2 8-chloro-6-(3,3-dimethoxy-1-(4-methyl-4H-1,2,4-triazol-3-yl)cyclobutyl)imidazo[1,2-a]pyridine